methyl 3-(4-chlorophenyl)-N-((3-ethynylphenyl)sulfonyl)-4-phenyl-4,5-dihydro-1H-pyrazole-1-carbimidothioate ClC1=CC=C(C=C1)C1=NN(CC1C1=CC=CC=C1)C(=NS(=O)(=O)C1=CC(=CC=C1)C#C)SC